C(CCC)C1=CC=C(C=C1)P(C1=CC=C(C=C1)CCCC)=O bis(4-n-butylphenyl)phosphine oxide